C(C)C1=C(C=C(C=C1)NC(=O)N1C2CCCC1C2)C2=NC=C(C=C2)F N-(4-ethyl-3-(5-fluoropyridin-2-yl)phenyl)-6-azabicyclo[3.1.1]heptane-6-carboxamide